4,4'-dimethyloxychalcone COC1=CC=C(C=C1)\C=C\C(=O)C1=CC=C(C=C1)OC